C1(CCCCCC1)NCCCS(=O)(=O)O 3-cycloheptylaminopropane-1-sulphonic acid